ClC1=C(N=NC(=C1)Cl)C(=O)OC methyl 4,6-dichloropyridazine-3-carboxylate